C1(=CC=CC=C1)C[Si](Cl)(C)C phenyl-methyl-dimethyl-chlorosilane